ditoluyl-amine C1(=C(C=CC=C1)NC1=C(C=CC=C1)C)C